[Si](C1=CC=CC=C1)(C1=CC=CC=C1)(C(C)(C)C)OCC(CN1[C@@H](C=2NC3=CC=CC=C3C2C[C@H]1C)C1=CN=C(S1)C[C@@H]1CN(CC1)CCCF)(F)F 5-((1S,3R)-2-(3-((tert-Butyldiphenylsilyl)oxy)-2,2-difluoropropyl)-3-methyl-2,3,4,9-tetrahydro-1H-pyrido[3,4-b]indol-1-yl)-2-(((R)-1-(3-fluoropropyl)pyrrolidin-3-yl)methyl)thiazole